ClC1=C(C=CC=C1)C1=C(C2=C(N=C(N=C2)NC2=CC(=CC=C2)OC)N(C1=O)C)C#C[Si](C(C)C)(C(C)C)C(C)C 6-(2-chlorophenyl)-2-[(3-methoxyphenyl)amino]-8-methyl-5-[2-(triisopropylsilyl)ethynyl]pyrido[2,3-d]pyrimidin-7-one